N[C@H](CC)C1=CC=C(C=C1)Cl |r| rac-(1R,2R)-1-amino-1-(4-chlorophenyl)propan